ClC1=NC(=NC=C1C(F)(F)F)N[C@H]1[C@@H](CN(CC1)C(=O)OC(C)(C)C)F tert-butyl (3R,4R)-4-[[4-chloro-5-(trifluoromethyl)pyrimidin-2-yl]amino]-3-fluoropiperidine-1-carboxylate